C(#N)C=1N(C2=C(C=C(C(=C2C1)C)F)F)CCNC1=CC(=NC=N1)C1=CC(=CS1)OCC 5-{6-[2-(2-Cyano-5,7-difluoro-4-methyl-indol-1-yl)-ethylamino]-pyrimidin-4-yl}-3-ethoxy-thiophen